BrC1=CC=CC(=N1)C1=CN=C2N1C=C(N=C2)C2(CC2)C(F)(F)F 3-(6-bromo-2-pyridinyl)-6-[1-(trifluoromethyl)cyclopropyl]Imidazo[1,2-a]Pyrazine